[6-(1-Ethylazetidin-3-yl)pyridazin-3-yl]-5-{8-fluoro-2-methylimidazo[1,2-a]pyridin-6-yl}phenol C(C)N1CC(C1)C1=CC=C(N=N1)C1=C(C=C(C=C1)C=1C=C(C=2N(C1)C=C(N2)C)F)O